C1(=CC=CC=C1)C(CC(CC)O)O 1-phenylpentane-1,3-diol